ethyl 4-(diethoxyphosphoryl)-2-methyl-2-butenoate C(C)OP(=O)(OCC)CC=C(C(=O)OCC)C